C1(=CC=CC=C1)S(=O)(=O)N1CCC2=CC(=CC=C12)[C@H]1[C@@H](C1)NCC1(CCNCC1)C(=O)O trans-4-((2-(1-(benzenesulfonyl)indolin-5-yl)cyclopropylamino)methyl)piperidine-4-carboxylic acid